Pentamethylcyclopentadienyl-(1-tert-butylindenyl)hafnium CC1=C(C(=C(C1([Hf]C=1C(C2=CC=CC=C2C1)C(C)(C)C)C)C)C)C